NCCN(C(=O)[C@@H]1CC[C@H](CC1)C(F)(F)C1=CC(=NC(=C1)N1CCN(CC1)S(=O)(=O)C1=CC=C(C=C1)N1C(C[C@H](C1)N)=O)Cl)CCN Trans-N,N-bis(2-aminoethyl)-4-[[2-chloro-6-[4-[4-[(4R)-4-amino-2-oxo-pyrrolidin-1-yl]phenyl]sulfonylpiperazin-1-yl]-4-pyridyl]-difluoro-methyl]cyclohexanecarboxamide